2-(1-(6-amino-9H-purin-9-yl)ethyl)-6-fluoro-3-(3-fluorophenyl)-4H-chromen-4-one NC1=C2N=CN(C2=NC=N1)C(C)C=1OC2=CC=C(C=C2C(C1C1=CC(=CC=C1)F)=O)F